N[C@H]1CN(C[C@@H](C1)F)C(=O)C1=CC2=C(N(C(=N2)C2=CC=3C(=NC(=CC3)C=3C=C(C(=O)N)C=CC3F)N2CC2CC2)C)C(=C1)OC 3-(2-{5-[(3R,5R)-3-amino-5-fluoropiperidine-1-carbonyl]-7-methoxy-1-methyl-1H-1,3-benzodiazol-2-yl}-1-(cyclopropylmethyl)-1H-pyrrolo[2,3-b]pyridin-6-yl)-4-fluorobenzamide